[Si].C(C=C)(=O)O acrylic acid silicon